ethyl 2-[3-cyano-4-(2-methylpropoxy) phenyl]-4-methyl-1,3-thiazole-5-carboxylate C(#N)C=1C=C(C=CC1OCC(C)C)C=1SC(=C(N1)C)C(=O)OCC